BrC1=CN=C(N(C1=O)CC(=O)OC(C)(C)C)C1=CC=CC=C1 tertbutyl 2-(5-bromo-6-oxo-2-phenylpyrimidin-1(6H)-yl)acetate